BrCC(=O)C1(CCOCC1)C=1C=C(C=CC1)CCC(=O)OCC ethyl 3-(3-(4-(2-bromoacetyl)tetrahydro-2H-pyran-4-yl)phenyl)propanoate